C(C)(C)(C)OC(N(C)C1=NC=C(C=C1)C1=NC=C(C(=C1)F)Br)=O N-[5-(5-bromo-4-fluoro-pyridin-2-yl)pyridin-2-yl]-N-methyl-carbamic acid tert-butyl ester